FC([C@H](C1=CN(C2=NC(=C(C=C21)F)C=2C(=NC=C(C2)C)C(F)(F)F)CC(C)(C)C)NS(=O)(=O)C2CC2)F (S)-N-(2,2-difluoro-1-(5-fluoro-6-(5-methyl-2-(trifluoromethyl)pyridin-3-yl)-1-neopentyl-1H-pyrrolo[2,3-b]pyridin-3-yl)ethyl)cyclopropanesulfonamide